2-[2-(benzylsulfanyl)-5-chlorophenyl]-2,2-difluoroethanol C(C1=CC=CC=C1)SC1=C(C=C(C=C1)Cl)C(CO)(F)F